N-[(4S,5S)-7-ethyl-4-(4-fluorophenyl)-3-methyl-1-phenyl-1H,4H,5H,6H,7H-pyrazolo[3,4-b]pyridin-5-yl]-3-methylbenzamide C(C)N1C2=C([C@@H]([C@@H](C1)NC(C1=CC(=CC=C1)C)=O)C1=CC=C(C=C1)F)C(=NN2C2=CC=CC=C2)C